N-(3-(difluoromethyl)-1-(1-((2-(2,6-dioxopiperidin-3-yl)-7-fluoro-1-oxoisoindoline-5-yl)methyl)piperidin-4-yl)-1H-pyrazol-4-yl)-5-morpholinopyrazolo[1,5-a]pyrimidine-3-carboxamide FC(C1=NN(C=C1NC(=O)C=1C=NN2C1N=C(C=C2)N2CCOCC2)C2CCN(CC2)CC=2C=C1CN(C(C1=C(C2)F)=O)C2C(NC(CC2)=O)=O)F